ClC1=NC=C(C(=N1)C1=CC=C(C=C1)F)Cl 2,5-dichloro-4-(4-fluorophenyl)pyrimidine